N1(N=CC=C1)C1=C(CN[C@H]2CC[C@@H]([C@@H](C2)O)NCC=2C=C3C=CC=NC3=CC2F)C=CC=C1 (1R,2S,5S)-5-((2-(1H-Pyrazol-1-yl)benzyl)amino)-2-(((7-fluoroquinolin-6-yl)methyl)amino)cyclohexan-1-ol